N-[(1R,3S)-3-{[6-chloro-2-(trifluoromethyl)quinolin-4-yl]amino}cyclohexyl]-3-methoxy-1-methyl-1H-pyrazole-4-carboxamide ClC=1C=C2C(=CC(=NC2=CC1)C(F)(F)F)N[C@@H]1C[C@@H](CCC1)NC(=O)C=1C(=NN(C1)C)OC